C(C)(C)(C)[C@]1(N(C(OC1)(C)C)C(=O)OCC1=CC2=C(N1CC(C)C)SC=C2)C2=CC(=C(C=C2)Cl)B2OC(C(O2)(C)C)(C)C (6-isobutyl-6H-thieno[2,3-b]pyrrol-5-yl)methanol tert-butyl-(S)-4-(4-chloro-3-(4,4,5,5-tetramethyl-1,3,2-dioxaborolan-2-yl)phenyl)-2,2-dimethyloxazolidine-3-carboxylate